4-cyano-4-(thiobenzoyl)-methylfuran C(#N)C1(C=C(OC1)C)C(C1=CC=CC=C1)=S